FC1=CC=C(C(=N1)C)OC1=C(C(=O)NC2=CC(=NC=C2)S(=O)(=N)C)C(=C(C=N1)C(F)(F)F)C 2-((6-fluoro-2-methylpyridin-3-yl)oxy)-4-methyl-N-(2-(S-methylsulfonimidoyl)pyridin-4-yl)-5-(trifluoromethyl)nicotinamide